neodymium-indium [In].[Nd]